CS(=O)(=O)N1CCOCCC1 4-N-methanesulfonyl-1,4-oxaazepane